C(C)(C)(C)OC(=O)N1C(C=CC1)C1=C(C(=C(C=C1)C(F)(F)F)C(=O)OC)F (2-fluoro-3-(methoxycarbonyl)-4-(trifluoromethyl)phenyl)-2,5-dihydro-1H-pyrrole-1-carboxylic acid tert-butyl ester